C(C(C)C)(=O)NC1=CC(=C2C3=C(C=C(N=C13)C(=O)NC)C=N2)N 6-Isobutyrylamino-8-amino-N-methylpyrrolo[4,3,2-de]quinoline-4-carboxamide